di-n-octyl-4-cyclohexene-1,2-dicarboxylic acid C(CCCCCCC)C1=C(CC(C(C1)C(=O)O)C(=O)O)CCCCCCCC